1,5-Diazabicyclo[5.4.0]undec-7-en N12CCCNCC2=CCCC1